ethyl (2-amino-3-fluoro-4-(7-fluoro-3,4-dihydroisoquinolin-2(1H)-yl)phenyl)carbamate NC1=C(C=CC(=C1F)N1CC2=CC(=CC=C2CC1)F)NC(OCC)=O